BrC=1C(=NN(C1Cl)C)[C@@H]1[C@H](C(N(C1)C)=O)C(=O)NC1=C(C=CC=C1)F (3S,4R)-4-(4-bromo-5-chloro-1-methyl-pyrazol-3-yl)-N-(2-fluorophenyl)-1-methyl-2-oxo-pyrrolidine-3-carboxamide